The molecule is a branched amino pentasaccharide comprising a linear tetrasaccharide chain of alpha-D-galactose, beta-D-galactose, N-acetyl-beta-D-glucosamine and N-acetyl-beta-D-galactosamine residues linked sequentially (1->3), (1->3) and (1->6), to the beta-D-galactose residue of which is also linked (1->2) an alpha-L-fucose residue. It is an amino pentasaccharide, a galactosamine oligosaccharide and a glucosamine oligosaccharide. C[C@H]1[C@H]([C@H]([C@@H]([C@@H](O1)O[C@@H]2[C@H]([C@H]([C@H](O[C@H]2O[C@@H]3[C@H]([C@@H](O[C@@H]([C@H]3O)CO)OC[C@@H]4[C@@H]([C@@H]([C@H](C(O4)O)NC(=O)C)O)O)NC(=O)C)CO)O)O[C@@H]5[C@@H]([C@H]([C@H]([C@H](O5)CO)O)O)O)O)O)O